C1(CC1)OC1=CC=2N(C=C1C(=O)O)C=C(N2)C21COC(C2)(C1)C 7-cyclopropoxy-2-(1-methyl-2-oxabicyclo[2.1.1]hex-4-yl)imidazo[1,2-a]pyridine-6-carboxylic acid